FC(CN1C(NC2=NC=NC=C12)=O)(C(F)(F)F)F 7-(2,2,3,3,3-pentafluoropropyl)-7,9-dihydro-8H-purin-8-one